ethyl (R)-2-(4-((1-(tert-butoxycarbonyl)piperidin-3-yl)amino)-1-((2-(trimethylsilyl) ethoxy)methyl)-1H-pyrrolo[2,3-b]pyridin-5-yl)oxazole-4-carboxylate C(C)(C)(C)OC(=O)N1C[C@@H](CCC1)NC1=C2C(=NC=C1C=1OC=C(N1)C(=O)OCC)N(C=C2)COCC[Si](C)(C)C